F[P-](F)(F)(F)(F)F.C[N+]1=CC=CC2=CC=CC=C12 1-methylquinolin-1-ium hexafluorophosphate